FC(CN1CCC(CC1)N1C=CC2=CC(=CC=C12)N)(F)F 1-(1-(2,2,2-trifluoroethyl)piperidin-4-yl)-1H-indol-5-amine